C(CCC)C1N(S(C2=C(N(C1)C1=CC=CC=C1)C=C1COC3=C(C1=C2)C=C(C=C3)C(=O)O)(=O)=O)C 10-butyl-11-methyl-8-phenyl-8,9,10,11-tetrahydro-6H-benzo[3,4]isochromeno[7,6-f][1,2,5]thiadiazepine-2-carboxylic acid 12,12-dioxide